3-(2,6-dichlorophenyl)-5-(propan-2-yl)-1,2-oxazole-4-carbaldehyde ClC1=C(C(=CC=C1)Cl)C1=NOC(=C1C=O)C(C)C